NC1=C(NCC(CNC(OC(C)(C)C)=O)O)C(=CC=C1)Br tert-butyl N-[3-(2-amino-6-bromo-anilino)-2-hydroxy-propyl]carbamate